1-bromo-3-(((1r,4r)-4-(3-iodopropoxy)cyclohexyl)oxy)-2-(trifluoromethyl)benzene BrC1=C(C(=CC=C1)OC1CCC(CC1)OCCCI)C(F)(F)F